C[C@@]1([C@H](C(CC1)=C)C)CC=O (1s,2s)-(-)-(1,2-dimethyl-3-methylenecyclopentyl)acetaldehyde